CS(=O)(=O)[O-].C(CCCC)[NH+]1CC(CC1)CC 1-Pentyl-3-ethylpyrrolidinium methansulfonat